Cl.COC1=C(N)C(=CC(=C1)OC)OC 2,4,6-Trimethoxyaniline hydrochloride